CN1CN([C@H]2[C@H]1CCCC2)C trans-1,3-dimethyl-hexahydro-2H-benzimidazole